2-(2-(6-oxaspiro[4.5]decan-9-yl)pyridin-3-yl)-N-(3-chlorophenyl)ethanamine C1CCCC12OCCC(C2)C2=NC=CC=C2CCNC2=CC(=CC=C2)Cl